NC1=NC=2C=CC=CC2C2=C1N=C(N2CC(C)(O)C)COCC 1-[4-amino-2-(ethoxymethyl)-1H-imidazo[4,5-c]quinolin-1-yl]-2-methylpropan-2-ol